ClC=1C=C(C=NC1C1CN(CCO1)C)N 5-chloro-6-(4-methylmorpholin-2-yl)pyridin-3-amine